C(CCCCCCCCCCCCCCCCCCCCC)OC(C(=C)C)=O (methyl)acrylic acid behenyl ester